(2S)-2-[4-bromo-2-(1,1-difluoropropyl)phenoxy](2-2H)propanoic acid BrC1=CC(=C(O[C@](C(=O)O)(C)[2H])C=C1)C(CC)(F)F